(3R,5R)-3-((6-((S)-amino(4,4-difluorocyclohexyl)methyl)-3-(4-(tert-butyl)piperazin-1-yl)imidazo[1,2-b][1,2,4]triazin-2-yl)methyl)-5-(trifluoromethyl)piperidin-2-one N[C@H](C=1N=C2N(N=C(C(=N2)N2CCN(CC2)C(C)(C)C)C[C@@H]2C(NC[C@@H](C2)C(F)(F)F)=O)C1)C1CCC(CC1)(F)F